N=1C=C(N2N=CC=CC21)C=2C=C(C=CC2)[C@@H]2NOCC2 (R)-3-(3-(imidazo[1,2-b]pyridazin-3-yl)phenyl)isoxazolidine